FC=1C=C2C(C(=CN(C2=NC1N1[C@H]([C@H](CC1)O)CO)C1=C(C=C(C=C1F)F)F)C(=O)NC(C)C(C(F)(F)F)(F)F)=O 6-fluoro-7-[(2S,3S)-3-hydroxy-2-(hydroxymethyl)pyrrolidin-1-yl]-4-oxo-N-[3,3,4,4,4-pentafluorobut-2-yl]-1-(2,4,6-trifluorophenyl)-1,4-dihydro-1,8-naphthyridine-3-carboxamide